N-(4-((4-fluoro-3-(4-(trifluoromethyl)piperidin-1-yl)phenyl)amino)benzyl)-5-oxopyrrolidine-3-carboxamide FC1=C(C=C(C=C1)NC1=CC=C(CNC(=O)C2CNC(C2)=O)C=C1)N1CCC(CC1)C(F)(F)F